ClC1=C(CN2C(C3=NC=CC=C3C2=O)([2H])[2H])C(=CC(=C1)C=1C2=CN(N=C2C=CC1)C)Cl 6-(2,6-dichloro-4-(2-methyl-2H-indazol-4-yl)benzyl)-6,7-dihydro-5H-pyrrolo[3,4-b]pyridin-5-one-7,7-d2